Methyl-(S,E)-(7-(dimethylamino)-1-((1-((2-methyl-6-neopentyl-9H-purin-8-yl)methyl)-2-oxo-1,2-dihydropyridin-3-yl)amino)-1,7-dioxohept-5-en-2-yl)carbamat COC(N[C@H](C(=O)NC=1C(N(C=CC1)CC=1NC2=NC(=NC(=C2N1)CC(C)(C)C)C)=O)CC\C=C\C(=O)N(C)C)=O